4-(7-fluoroimidazo[1,2-a]pyridin-3-yl)-7-((1'-(2-hydroxyethyl)-1',2,2',3,5,6-hexahydrospiro[pyran-4,3'-pyrrolo[2,3-b]pyridin]-6'-yl)amino)isoindolin-1-one FC1=CC=2N(C=C1)C(=CN2)C2=C1CNC(C1=C(C=C2)NC2=CC=C1C(=N2)N(CC12CCOCC2)CCO)=O